O[C@@H]1CC[C@H](CC1)OC1=C(C=C(C=C1)S(=O)(=O)C)C1=CN(C(C2=CC=CC=C12)=O)C 4-[2-(trans-4-hydroxycyclohexyl)oxy-5-methylsulfonylphenyl]-2-methylisoquinolin-1-one